4-fluoro-8-(1-methyl-2-oxo-1,2-dihydropyridin-4-yl)-2-(trifluoromethyl)chromeno[7,8-d]imidazol-6(3H)-one FC1=CC=2C(C=C(OC2C2=C1NC(=N2)C(F)(F)F)C2=CC(N(C=C2)C)=O)=O